5-{2-acetamido-3-methylimidazo[1,2-b]pyridazin-6-yl}-N-{[2-fluoro-5-(trifluoromethoxy)phenyl]methyl}-2-methoxypyridine-3-carboxamide C(C)(=O)NC=1N=C2N(N=C(C=C2)C=2C=C(C(=NC2)OC)C(=O)NCC2=C(C=CC(=C2)OC(F)(F)F)F)C1C